BrC=1SC2=C(N1)C(=CC(=C2)OC)CO (2-bromo-6-methoxybenzo[d]thiazol-4-yl)methanol